CC=1C(=NC=C(C1)B1OC(C(O1)(C)C)(C)C)C(=O)OC methyl 3-methyl-5-(4,4,5,5-tetramethyl-1,3,2-dioxaborolan-2-yl)pyridine-2-carboxylate